N,N',N''-Tris(dimethylaminopropyl)-s-hexahydrotriazine CN(C)CCCN1CN(CN(C1)CCCN(C)C)CCCN(C)C